FC1=C2C(=C(C(=NC2=CC=C1)F)C1=NNC=C1)F trifluoro-3-pyrazole-yl-quinoline